((1R,4R)-2-oxa-5-azabicyclo[2.2.1]heptan-5-yl)(3-(2-(6-(tert-butylsulfonyl)pyridin-3-yl)furo[3,2-b]pyridin-7-yl)phenyl)methanone [C@H]12OC[C@H](N(C1)C(=O)C1=CC(=CC=C1)C1=C3C(=NC=C1)C=C(O3)C=3C=NC(=CC3)S(=O)(=O)C(C)(C)C)C2